(S)-4-(3-fluorobenzyl)-N-(5-methyl-4-oxo-7-((3-(pyridin-3-yl)prop-2-yn-1-yl)oxy)-2,3,4,5-tetrahydrobenzo[b][1,4]oxazepin-3-yl)-1H-pyrazole-1-carboxamide FC=1C=C(CC=2C=NN(C2)C(=O)N[C@@H]2C(N(C3=C(OC2)C=CC(=C3)OCC#CC=3C=NC=CC3)C)=O)C=CC1